4-(2'-acryloyl-2',3'-dihydro-1'H-spiro[cyclopropane-1,4'-isoquinoline]-5'-yl)-5-fluoro-2-methyl-1H-indole-7-carboxamide C(C=C)(=O)N1CC2=CC=CC(=C2C2(C1)CC2)C2=C1C=C(NC1=C(C=C2F)C(=O)N)C